ClC=1C=CC=C2C=CC=C(C12)N1CC=2N=C(N=C(C2CC1)N1C[C@@H](N(CC1)C(=O)OC(C)(C)C)CC#N)OC[C@H]1N(C[C@@H](C1)F)C tert-Butyl (2S)-4-[7-(8-chloro-1-naphthyl)-2-[[(2S,4R)-4-fluoro-1-methyl-pyrrolidin-2-yl]methoxy]-6,8-dihydro-5H-pyrido[3,4-d]pyrimidin-4-yl]-2-(cyanomethyl)piperazine-1-carboxylate